CN([C@H](COCCCCCCCC\C=C/C\C=C/CCCCC)CCCCCCCCCC)C (2S)-N,N-dimethyl-1-[(9Z,12Z)-octadeca-9,12-dien-1-yloxy]dodecan-2-amine